CC1CC2C(CC1C(=O)OCC1CC3C(CC1)O3)O2 4-epoxycyclohexylmethyl 3,4-epoxy-6-methylcyclohexanecarboxylate